N4-ethyl-N6-(4-((4-morpholinopiperidin-1-yl)sulfonyl)-2,3-dihydrobenzo-furan-7-yl)-3-(trifluoromethyl)-1H-pyrrolo[2,3-b]pyridine-4,6-diamine C(C)NC=1C2=C(N=C(C1)NC1=CC=C(C=3CCOC31)S(=O)(=O)N3CCC(CC3)N3CCOCC3)NC=C2C(F)(F)F